3-methylpropylene CCC=C